ClC=1C=C(CC2C(CCC2)OC(=O)N[C@H](C(=O)N[C@H](C(=O)O)C[C@H]2C(NCC2)=O)CC2=CC=CC=C2)C=CC1 (2S)-2-((2S)-2-((((2-(3-chlorobenzyl)cyclopentyl)oxy)carbonyl)amino)-3-phenylpropanamido)-3-((S)-2-oxopyrrolidin-3-yl)propanoic acid